3-(hydroxymethyl)oxetane-3-methanol OCC1(COC1)CO